2-({2-[(2-Methoxyethoxy)methyl]-6-methylpyridin-3-yl}carbonyl)cyclohexane-1,3-dione COCCOCC1=NC(=CC=C1C(=O)C1C(CCCC1=O)=O)C